(S)-2-(1-acryloylpyrrolidin-2-yl)-1-amino-4-(4-(pyridin-2-ylcarbamoyl)phenyl)-1H-imidazole-5-carboxamide C(C=C)(=O)N1[C@@H](CCC1)C=1N(C(=C(N1)C1=CC=C(C=C1)C(NC1=NC=CC=C1)=O)C(=O)N)N